C1(=CC=CC=C1)S(=O)(=O)NC=1C=C(C=CC1)/C=C/[C@@H](CCOC1=C(C=CC=C1)CC1(CC1)C(=O)O)O 1-[[2-[(E,3R)-5-[3-(Benzenesulfonamido)phenyl]-3-hydroxypent-4-enoxy]phenyl]methyl]cyclopropane-1-carboxylic acid